Cl.NCC1=C(C#N)C=CC=C1 2-(aminomethyl)benzonitrile hydrochloride